FC=1C=C2C=CC=NC2=C(C1)S(=O)(=O)NC1=C(C=CC=C1)C#CC=1C=CC(=NC1)C(=O)O 5-{2-[2-(6-fluoroquinoline-8-sulfonamido)phenyl]ethynyl}pyridine-2-carboxylic acid